COCCOC1=C(C=C(C=C1)NC1=NC=C(C(=N1)NC=1C=CC2=C(NC(O2)=O)C1)C)C(F)(F)F 5-{2-[4-(2-Methoxy-ethoxy)-3-trifluoromethyl-phenylamino]-5-methyl-pyrimidin-4-ylamino}-3H-benzooxazol-2-one